4-chloro-6-(4-(4-isopropylpiperazin-1-yl)phenyl)-N,N,1-trimethyl-1H-benzo[d]imidazol-2-amine ClC1=CC(=CC=2N(C(=NC21)N(C)C)C)C2=CC=C(C=C2)N2CCN(CC2)C(C)C